dimethylsulphate COS(=O)(=O)OC